FC=1C=C2CN(C(C2=C(C1F)C1=CC=C(C=C1)C=1OC(=NN1)C)=O)C(C(F)(F)F)C(C)(C)O 5,6-difluoro-7-(4-(5-methyl-1,3,4-oxadiazol-2-yl)phenyl)-2-(1,1,1-trifluoro-3-hydroxy-3-methylbutan-2-yl)isoindolin-1-one